NC=1C=C2C(C(N(C2=CC1)CCN1CCOCC1)=O)(C)C 5-amino-3,3-dimethyl-1-(2-morpholinoethyl)indolin-2-one